O=C1N(CC=2C(=NCCOC21)C2=C(C=CC=C2)OCC(F)(F)F)C2=CC=C(C(=O)OC)C=C2 methyl 4-{8-oxo-5-[2-(2,2,2-trifluoroethoxy)phenyl]-2,3,6,8-tetrahydro-7H-pyrrolo[3,4-f][1,4]oxazepin-7-yl}benzoate